CNC(=O)O/N=C(/C(=O)N(C)C)\\SC The molecule is a carbamate ester. It has a role as an EC 3.1.1.7 (acetylcholinesterase) inhibitor, a carbamate insecticide, an acaricide, an antinematodal drug and an agrochemical. It derives from a methylcarbamic acid.